CC(C(=O)O)OC(C)C(=O)O dilactic acid